[Cu].C(CCCCCCC\C=C/CCCCCCCC)OCC(CC(CN(C)C)=O)OCCCCCCCC\C=C/CCCCCCCC 1,2-dioleyloxy-3-(dimethylamino)acetylpropane copper